4-chloro-N-(3-(4-(6-(4-fluoro-3-hydroxyphenyl)imidazo[2,1-b]thiazol-5-yl)pyrimidin-2-ylamino)propyl)benzenesulfonamide ClC1=CC=C(C=C1)S(=O)(=O)NCCCNC1=NC=CC(=N1)C1=C(N=C2SC=CN21)C2=CC(=C(C=C2)F)O